C(C)S(=O)(=O)C1=CC=C(C=C1)CC(=O)NC1=CC(=C(C=C1)C1=C(C=CC=C1)OC(F)(F)F)N1N=CC=N1 4-(ethylsulfonyl)-N-[2-(2H-1,2,3-triazol-2-yl)-2'-(trifluoromethoxy)[1,1'-biphenyl]-4-yl]benzeneacetamide